3-methoxy-4-[(3-{4-[(1-methylpiperidin-4-yl)amino]-1-(2,2,2-trifluoroethyl)-1H-indol-2-yl}prop-2-yn-1-yl)amino]benzonitrile COC=1C=C(C#N)C=CC1NCC#CC=1N(C2=CC=CC(=C2C1)NC1CCN(CC1)C)CC(F)(F)F